3-(N,N-dimethylaminosulfonyl)phenylboronic acid pinacol ester CN(S(=O)(=O)C=1C=C(C=CC1)B1OC(C)(C)C(C)(C)O1)C